lithium bis[4-heptoxymethoxy-1-methylbutyl]copper C(CCCCCC)OCOCCCC(C)[Cu]C(CCCOCOCCCCCCC)C.[Li]